BrC1=CC=C(C=C1)N1CCC(CC1)CC=O 2-[1-(4-bromophenyl)piperidin-4-yl]acetaldehyde